7-Iodo-8-methoxy-3-ethyl-[1,2,4]triazolo[4,3-a]pyridine IC1=C(C=2N(C=C1)C(=NN2)CC)OC